C(CC#C)OCOCCCCCCC heptoxymethyl 3-butynyl ether